N[C@@H](C(=O)N1CCC(CC1)C(C1=C(C=C(C(=C1)Cl)Cl)O)N)C (2R)-2-amino-1-(4-(amino(4,5-dichloro-2-hydroxyphenyl)methyl)piperidin-1-yl)propan-1-one